2-(4-(6-((4-chloro-2-fluorobenzyl)oxy)pyridin-2-yl)-2,5-difluorobenzyl)-1-(2-methoxy-2-methylpropyl)-1H-benzo[d]imidazole-6-carboxylic acid ClC1=CC(=C(COC2=CC=CC(=N2)C2=CC(=C(CC3=NC4=C(N3CC(C)(C)OC)C=C(C=C4)C(=O)O)C=C2F)F)C=C1)F